[N+](=O)([O-])C1=C(C=CC(=C1)[N+](=O)[O-])NCCCC[C@H](N)C(=O)O N6-(2,4-dinitrophenyl)lysine